(4-(6-fluoroquinolin-4-yl)piperazin-1-yl)propionic acid FC=1C=C2C(=CC=NC2=CC1)N1CCN(CC1)C(C(=O)O)C